FC(S(=O)(=O)[O-])(F)F.FC(C1(OC2C3(CCC(C12)C3)COC3=C(C=CC=C3)[S+](C3=CC=CC=C3)C3=C(C=CC=C3)OCC31C2OC(C2C(CC3)C1)(C(F)(F)F)C(F)(F)F)C(F)(F)F)(F)F bis[4,4-bis(trifluoromethyl)-3-oxatricyclo[4.2.1.02,5]-nonylmethoxyphenyl]phenyl-sulfonium perfluoromethanesulfonate